1-(2-((2-(hydroxymethyl)-4-methylthiophen-3-yl)amino)-2-oxoethyl)-1-(2-((2-(methoxycarbonyl)-4-methylthiophen-3-yl)amino)-2-oxoethyl)azepan-1-ium chloride [Cl-].OCC=1SC=C(C1NC(C[N+]1(CCCCCC1)CC(=O)NC1=C(SC=C1C)C(=O)OC)=O)C